C1(CC1)C1=NN(C(=C1)NC1=CC2=C(C(=NO2)N(S(=O)(=O)C2=C(C=C(C=C2OC)C2OCCC2)OC)CC2=CC=C(C=C2)OC)C=C1OC)CC1=CC=C(C=C1)OC N-[6-({3-cyclopropyl-1-[(4-methoxyphenyl)methyl]-1H-pyrazol-5-yl}amino)-5-methoxy-1,2-benzoxazol-3-yl]-2,6-dimethoxy-N-[(4-methoxyphenyl)methyl]-4-(oxolan-2-yl)benzene-1-sulfonamide